1-(3-(2,4-difluorophenoxy)-1,6-naphthyridin-7-yl)-2,2,2-trifluoroethan-1-ol FC1=C(OC=2C=NC3=CC(=NC=C3C2)C(C(F)(F)F)O)C=CC(=C1)F